COC=1C=C(C=CC1OC)C=CC(=O)C1=CN=CC(=N1)NC(C(=O)[O-])CC=O (6-(3-(3,4-dimethoxyphenyl)acryloyl)pyrazin-2-yl)amino-4-oxobutanoate